1-(((3aS,7aR)-7a-fluoro-1-oxooctahydro-2H-pyrrolo[3,4-c]pyridin-2-yl)methyl)cyclopropane-1-carboxylic acid F[C@@]12[C@@H](CNCC1)CN(C2=O)CC2(CC2)C(=O)O